2-(1-(trifluoromethyl)cyclopropane-1-carbonyl)-2,6-diazaspiro[3.4]octane-8-carboxamide FC(C1(CC1)C(=O)N1CC2(C1)CNCC2C(=O)N)(F)F